CNCC1=C(C(=CC=C1)C=1C=C2C(=CN1)NN=C2C=2C=NN(C2)C)C N-methyl-1-(2-methyl-3-(3-(1-methyl-1H-pyrazol-4-yl)-1H-pyrazolo[3,4-c]pyridin-5-yl)phenyl)methylamine